C(C)(=O)OCOP(=O)(CC1=CC=CC=C1)OC1=C(C(=CC(=C1)CCCCC)OP(=O)(CC1=CC=CC=C1)OCOC(C)=O)C1C(CCC(=C1)C)C(=C)C ((((6-(((acetoxymethoxy)(benzyl)phosphoryl)oxy)-5'-methyl-4-pentyl-2'-(prop-1-en-2-yl)-1',2',3',4'-tetrahydro-[1,1'-biphenyl]-2-yl)oxy)(benzyl)phosphoryl)oxy)methyl acetate